FC(C1(CC1)C1=CC(=NO1)NC(N)=O)(F)F 3-(5-(1-(trifluoromethyl)cyclopropyl)isoxazol-3-yl)urea